C(N)(=O)C(CN1C(C=2C=CC3=C(C2C1)C=C(C=C3)C3=CC=C(C(=O)N)C=C3)=O)=C 4-[2-(2-carbamoyl-2-methylideneethyl)-3-oxo-1H,2H,3H-benzo[e]isoindol-8-yl]benzamide